ClC=1C=NC(=C(C(=O)NC2CCC(CC2)CN2C(C(C3=CC(=CC=C23)F)(C2=CC=CC=C2)O)=O)C1)C(F)F 5-chloro-2-(difluoromethyl)-N-((1r,4r)-4-((5-fluoro-3-hydroxy-2-oxo-3-phenylindolin-1-yl)methyl)cyclohexyl)nicotinamide